COC1=C(C=CC=C1)C1=CC(=CC=C1)CN(C=O)C1=C(C=CC=C1)C#CC=1C=CC=NC1 5-(2-{2-[N-({2'-Methoxy-[1,1'-biphenyl]-3-yl}methyl)formamido]phenyl}ethynyl)pyridin